1-(4-(3-((6-(trifluoromethoxy)pyridin-3-yl)amino)pyrazin-2-yl)-3,6-dihydropyridin-1(2H)-yl)prop-2-en-1-one FC(OC1=CC=C(C=N1)NC=1C(=NC=CN1)C=1CCN(CC1)C(C=C)=O)(F)F